tert-butyl rac-(3S,4S)-3-[[3,5-difluoro-6-(7-methoxy-6-morpholino-imidazo[1,2-b]pyridazin-3-yl)-2-pyridyl]amino]-4-fluoro-piperidine-1-carboxylate FC=1C(=NC(=C(C1)F)C1=CN=C2N1N=C(C(=C2)OC)N2CCOCC2)N[C@H]2CN(CC[C@@H]2F)C(=O)OC(C)(C)C |r|